ethanolamine sulfur [S].C(O)CN